3-(4-methylpiperazino)propyldimethylethoxysilane CN1CCN(CC1)CCC[Si](OCC)(C)C